N-[(1r,4r)-4-{[3-(8-{2-[(3R,5R)-3,5-dimethylmorpholine-4-carbonyl]-4-fluorophenyl}-1-fluoro-3-methylimidazo[1,5-a]pyridin-6-yl)azetidin-1-yl]methyl}cyclohexyl]ethane-1-sulfonamide C[C@H]1N([C@@H](COC1)C)C(=O)C1=C(C=CC(=C1)F)C=1C=2N(C=C(C1)C1CN(C1)CC1CCC(CC1)NS(=O)(=O)CC)C(=NC2F)C